(4-hydroxybenzoyl)-4-nitrobenzenesulfonohydrazide OC1=CC=C(C(=O)C2=C(C=CC(=C2)[N+](=O)[O-])S(=O)(=O)NN)C=C1